2-((1-(7-methyl-9-oxo-1,2,3,9-tetrahydropyrrolo[2,1-b]quinazolin-5-yl)ethyl)amino)benzoic acid CC1=CC=2C(N3C(=NC2C(=C1)C(C)NC1=C(C(=O)O)C=CC=C1)CCC3)=O